tert-butyl (S)-(1-oxo-1-(piperidin-4-ylamino)propan-2-yl)carbamate O=C([C@H](C)NC(OC(C)(C)C)=O)NC1CCNCC1